tert-butyl (S)-4-(8-((5-amino-7-((1-((tert-butyldiphenylsilyl)oxy)hexan-3-yl)amino)-1H-pyrazolo[4,3-d]pyrimidin-1-yl) methyl)-quinolin-5-yl)piperidine-1-carboxylate NC=1N=C(C2=C(N1)C=NN2CC=2C=CC(=C1C=CC=NC21)C2CCN(CC2)C(=O)OC(C)(C)C)N[C@H](CCO[Si](C2=CC=CC=C2)(C2=CC=CC=C2)C(C)(C)C)CCC